5-[(1R)-1-(3,5-dichloro-2-methyl-4-pyridyl)ethoxy]-3-[5-fluoro-6-(2-methylsulfonyl-2,6-diazaspiro[3.3]heptan-6-yl)-3-pyridyl]-6-methoxy-1H-indazole ClC=1C(=NC=C(C1[C@@H](C)OC=1C=C2C(=NNC2=CC1OC)C=1C=NC(=C(C1)F)N1CC2(CN(C2)S(=O)(=O)C)C1)Cl)C